tert-butyl 6-[4-(ethoxycarbonyl)-3-methyl-1,2-oxazol-5-yl]-2-azaspiro[3.3]heptane-2-carboxylate C(C)OC(=O)C=1C(=NOC1C1CC2(CN(C2)C(=O)OC(C)(C)C)C1)C